4-[2,6-difluoro-4-(4-methoxyindol-1-yl)phenoxy]butyric acid FC1=C(OCCCC(=O)O)C(=CC(=C1)N1C=CC2=C(C=CC=C12)OC)F